Cl.Cl.N1CCC12CN(CC2)C2=CC=C(N=N2)C2=NC=C(C=C2O)C=2C=CC=1N(C2)C=C(N1)C 2-[6-(1,6-diazaspiro[3.4]oct-6-yl)pyridazin-3-yl]-5-(2-methylimidazo[1,2-a]pyridin-6-yl)pyridin-3-ol dihydrochloride